[W].[Ta].[Cr].[Al] aluminum chromium tantalum tungsten